(2S,4R)-N-[2-amino-1-methyl-2-oxo-1-(phenoxymethyl)ethyl]-1-[(2S)-2-(4-cyclopropyltriazol-1-yl)-3,3-dimethyl-butanoyl]-4-hydroxy-pyrrolidine-2-carboxamide NC(C(COC1=CC=CC=C1)(C)NC(=O)[C@H]1N(C[C@@H](C1)O)C([C@H](C(C)(C)C)N1N=NC(=C1)C1CC1)=O)=O